(R)-2-ethoxy-2,6,6-trimethyl-9-methylenebicyclo[3.3.1]nonane C(C)OC1([C@@H]2CCC(C(CC1)C2=C)(C)C)C